Cl.Cl.NC12[C@H](CC(CC1)(CC2)N)O (S)-1,4-diaminobicyclo[2.2.2]octane-2-ol dihydrochloride